FC(C1=CC(=NC=C1)C1=C(C=CC=C1)O)(F)F 2-[4-(trifluoromethyl)-2-pyridyl]phenol